CC1(NCC2=C1N=C(N=C2N2[C@@H](COCC2)C)C2=C1C=CNC1=CC=C2)C (R)-7,7-dimethyl-2-(1H-indol-4-yl)-4-(3-methylmorpholin-4-yl)-5,7-dihydro-6H-pyrrolo[3,4-d]pyrimidine